6-(4-(2-(4-aminoacetylpiperazin-1-yl)ethoxy)phenyl)-3-methyl-1-phenylpyrimidin NCC(=O)N1CCN(CC1)CCOC1=CC=C(C=C1)C1=CCN(CN1C1=CC=CC=C1)C